C(C)OC1=C(O)C=CC(=C1)C(C)(C)C1=CC=C(C=C1)O (ethoxy)bisphenol A